C(=CCCCCCCC)NC(C(CCCC)OONC(C1=C(C=CC=C1)C(=O)O)=O)=O ortho-carboxybenzoylaminoperoxycaproic acid, N-nonenylamide